[4-[(E)-[(7-fluoroquinazolin-4-yl)-isobutyl-hydrazono]methyl]-2-methoxy-phenyl]boronic acid FC1=CC=C2C(=NC=NC2=C1)N(\N=C\C1=CC(=C(C=C1)B(O)O)OC)CC(C)C